methylenetetrahydrospiro[cyclopropane-1,1'-pyrrolizin] C=C1C2(C3=CCCN3C1)CC2